COC1=CC=C2C=NN(C2=C1N(S(=O)(=O)C=1C=NC(=CC1)C1=CC(=NN1C)C(F)(F)F)C)C N-(6-METHOXY-1-METHYL-1H-INDAZOL-7-YL)-N-METHYL-6-(1-METHYL-3-(TRIFLUOROMETHYL)-1H-PYRAZOL-5-YL)PYRIDINE-3-SULFONAMIDE